cis-3-(methoxymethyl)-1-(2-(2-methyl-2H-pyrazolo[3,4-b]pyridin-5-yl)thieno[2,3-d]pyrimidin-6-yl)cyclobutanol COCC1CC(C1)(O)C1=CC2=C(N=C(N=C2)C2=CC=3C(N=C2)=NN(C3)C)S1